CC1C=CNN1CCSC 5-methyl-N-(2-(methylthio)ethyl)pyrazoline